C(=O)(C=C)N[C@@H](CC1=CC=CC=C1)C(=O)O N-acryl-L-phenylalanine